4-[3-(Trifluoromethoxy)-4-{[2-(trifluoromethyl)phenoxy]methyl}phenyl]-2H,4H,5H,6H,7H-pyrazolo[3,4-b]pyridin-6-on FC(OC=1C=C(C=CC1COC1=C(C=CC=C1)C(F)(F)F)C1C=2C(NC(C1)=O)=NNC2)(F)F